CN(C1=NC=NC=C1C1CN(C1)C(=O)OC(C)(C)C)C tert-butyl 3-(4-(dimethylamino)pyrimidin-5-yl)azetidine-1-carboxylate